ClC1=CC=C(C(=N1)C(=O)O)N[C@H](C)C1=C2N=C(C(=NC2=CC(=C1)C)C#N)N1CCN(CC1)C(C[C@@H]1C(C1)(F)F)=O 6-chloro-3-(((R)-1-(2-cyano-3-(4-(2-((S)-2,2-difluorocyclopropyl)acetyl)piperazin-1-yl)-7-methylquinoxalin-5-yl)ethyl)amino)picolinic acid